O=C1NC(CCC1N1C(C2=CC=C(C=C2C1)C(=O)N[C@@H](C)C1=C(C=CC=C1)OC)=O)=O 2-(2,6-dioxopiperidin-3-yl)-N-((S)-1-(2-methoxyphenyl)ethyl)-1-oxoisoindoline-5-carboxamide